trans-(2-(tert-butoxycarbonyl)cyclopropyl)benzoic acid C(C)(C)(C)OC(=O)[C@H]1[C@@H](C1)C1=C(C(=O)O)C=CC=C1